NC1=NN2C(C(=CC(=C2)OCC)C=2C=NC(=CC2)N2CCNCC2CC=2C=NC(=CC2)OC)=C1C#N 2-amino-6-ethoxy-4-(6-(6-((6-methoxypyridin-3-yl)methyl)piperazin-1-yl)pyridin-3-yl)pyrazolo[1,5-a]Pyridine-3-carbonitrile